OC=1C=C(C#N)C=C(C1C1=CC2=C(N=N1)N(C=C2)CC2CCN(CC2)C)C 3-Hydroxy-5-methyl-4-{7-[(1-methylpiperidin-4-yl)methyl]-7H-pyrrolo[2,3-c]pyridazin-3-yl}benzonitrile